tert-butyl 3-((3-(4-(4-((4-(2-(3-chloro-5-cyanophenyl)propan-2-yl)phenoxy)methyl)pyrimidin-2-yl)piperazin-1-yl)azetidin-1-yl)methyl)pyrrolidine-1-carboxylate ClC=1C=C(C=C(C1)C#N)C(C)(C)C1=CC=C(OCC2=NC(=NC=C2)N2CCN(CC2)C2CN(C2)CC2CN(CC2)C(=O)OC(C)(C)C)C=C1